BrC1=C2C=CCC2=CC=C1.[Li] lithium 4-bromo-1H-indene